((3,4-bis(benzyloxy)benzyl)amino)ethan-1-ol C(C1=CC=CC=C1)OC=1C=C(CNC(C)O)C=CC1OCC1=CC=CC=C1